(2R,4R)-4-amino-5-(3'-chlorobiphenyl-4-yl)-2-hydroxypentanoic acid benzyl ester C(C1=CC=CC=C1)OC([C@@H](C[C@@H](CC1=CC=C(C=C1)C1=CC(=CC=C1)Cl)N)O)=O